7-((3-(2,3-dichloro-6-fluorophenyl)azetidin-3-yl)amino)-2-methylisoquinolin-1(2H)-one ClC1=C(C(=CC=C1Cl)F)C1(CNC1)NC1=CC=C2C=CN(C(C2=C1)=O)C